3-(phenylsulfonamido)-N-(3-(piperidin-1-ylsulfonyl)phenyl)benzamide C1(=CC=CC=C1)S(=O)(=O)NC=1C=C(C(=O)NC2=CC(=CC=C2)S(=O)(=O)N2CCCCC2)C=CC1